tert-butyl 3-[(s)-(4-amino-1H-pyrazol-1-yl)(phenyl)methyl]azetidine-1-carboxylate NC=1C=NN(C1)[C@@H](C1CN(C1)C(=O)OC(C)(C)C)C1=CC=CC=C1